1H-1,2,3-triazol-4-yl-pyrazin N1N=NC(=C1)C1=NC=CN=C1